4,8-di(9H-carbazol-9-yl)-[1]benzofuro[3,2-d]pyrimidine C1=CC=CC=2C3=CC=CC=C3N(C12)C=1C2=C(N=CN1)C1=C(O2)C=CC(=C1)N1C2=CC=CC=C2C=2C=CC=CC12